NC1CCN(CC1)C1=CC2=C(N=C(N=C2)NC=2C=NN(C2)CCO)N(C1=O)C 6-(4-amino-1-piperidinyl)-2-[[1-(2-hydroxyethyl)pyrazol-4-yl]amino]-8-methyl-pyrido[2,3-d]pyrimidin-7-one